1'-(3-Acetyl-5-bromopyrazin-2-yl)-3H-spiro[benzofuran-2,4'-piperidine] C(C)(=O)C=1C(=NC=C(N1)Br)N1CCC2(CC1)OC1=C(C2)C=CC=C1